(4-bromophenyl)-5,6,7,8-tetrahydropyrido[1,2-a]purin-10(3H)-one BrC1=CC=C(C=C1)C=1NC=2N=C3N(C(C2N1)=O)CCCC3